1-decyl-4-ethylpiperidinium methanesulfonate CS(=O)(=O)[O-].C(CCCCCCCCC)[NH+]1CCC(CC1)CC